diazinylpyridine N1=NC(=CC=C1)C1=NC=CC=C1